O.O.OC1=CC(=CC(=C1)O)O 1,3,5-Trihydroxybenzene dihydrate